NC1=C(C=CC=C1)C1=NC2=CC(=CC=C2C(=N1)NC1=NNC(=C1)C)N1CCN(CC1)C 2-(2-aminophenyl)-N-(5-methyl-1H-pyrazol-3-yl)-7-(4-methylpiperazin-1-yl)quinazolin-4-amine